ClC=1C=2C(=N[C@H](C3=NC(=CN3C2C=NC1C(F)(F)F)C)C)C1=C(C=CC=C1F)F (7S)-11-chloro-9-(2,6-difluorophenyl)-4,7-dimethyl-12-(trifluoromethyl)-2,5,8,13-tetrazatricyclo[8.4.0.02,6]tetradeca-1(10),3,5,8,11,13-hexaene